methyl (E)-2-{2-[3-(3-cyanophenoxy) phenoxy]phenyl}-3-methoxyacrylate C(#N)C=1C=C(OC=2C=C(OC3=C(C=CC=C3)/C(/C(=O)OC)=C\OC)C=CC2)C=CC1